C(C)OC=C(C(=O)OCC)C(=O)OCC 1,3-diethyl 2-(ethoxymethylidene)propanedioate